Cl.N[C@H](C(=O)NC1=NC=CC(=C1)CN1C(N[C@@H](C1)C(F)(F)F)=O)C(C1CC1)C1CC1 (S)-2-Amino-3,3-dicyclopropyl-N-(4-(((S)-2-oxo-4-(trifluoromethyl)-imidazolidin-1-yl)methyl)pyridin-2-yl)propanamide HCl salt